CN1CCN(CC1)C1CCN(CC1)C1=CC=C(C=C1)NC=1N=C(C2=C(N1)C=CS2)N2N=CCC2C2=CC=CC=C2 N-(4-(4-(4-methylpiperazin-1-yl)piperidin-1-yl)phenyl)-4-(5-phenyl-4,5-dihydro-1H-pyrazol-1-yl)thieno[3,2-d]pyrimidin-2-amine